C(C)(C)(C)C=1C=C(NN1)NC(=O)NC1=CC=C(C=C1)N1C=NC2=C1C=CC(=C2)OCCN2CCCCC2 1-(5-tert-butyl-2H-pyrazol-3-yl)-3-{4-[5-(2-piperidin-1-yl-ethoxy)-benzoimidazol-1-yl]-phenyl}-urea